1-[4-[(R,2S)-6-hydroxy-2-phenyl-tetralin-1-yl]phenyl]piperidine-4-carbaldehyde OC=1C=C2CC[C@@H]([C@@H](C2=CC1)C1=CC=C(C=C1)N1CCC(CC1)C=O)C1=CC=CC=C1